FC=1C=CC(=NC1)CN1N=C(N=N1)C1=CC=C(C=C1)S(=O)(=O)NCCO 4-(2-((5-fluoropyridin-2-yl)methyl)-2H-tetrazol-5-yl)-N-(2-hydroxyethyl)benzenesulfonamide